2,4-dichloro-N-isopropyl-5-[[(1S)-1-(2-pyrimidin-2-yl-1,2,4-triazol-3-yl)ethyl]carbamoylamino]benzamide ClC1=C(C(=O)NC(C)C)C=C(C(=C1)Cl)NC(N[C@@H](C)C=1N(N=CN1)C1=NC=CC=N1)=O